N[C@H]1C[C@@H](N(C2=CC=CC=C12)C(=O)OC(C)(C)C)C tertbutyl (2S,4S)-4-amino-2-methyl-3,4-dihydro-2H-quinoline-1-carboxylate